C(C)(=O)C(C(C)=O)C(C(C)=O)C(C)=O 3,4-diacetyl-2,5-hexanedione